methyl 4-{[9-chloro-7-(5-fluoroindol-1-yl)-3,5-dihydro-2H-1,4-benzoxazepin-4-yl]methyl}pyridine-2-carboxylate ClC1=CC(=CC=2CN(CCOC21)CC2=CC(=NC=C2)C(=O)OC)N2C=CC1=CC(=CC=C21)F